NCC(C1=NC=CC=C1)NC(OC(C)(C)C)=O tert-Butyl N-[2-amino-1-(2-pyridyl)ethyl]carbamate